6-(cyclopropanecarboxamido)-4-((2,5-dimethyl-4,5-dihydropyrazolo[1,5-a]quinoxalin-6-yl-4,4-d2)amino)-N-(methyl-d3)nicotinamide C1(CC1)C(=O)NC1=NC=C(C(=O)NC([2H])([2H])[2H])C(=C1)NC1=C2N(C(C=3N(C2=CC=C1)N=C(C3)C)([2H])[2H])C